FC(C1=CC=C(C=C1)C(C[TeH])C)(F)F 1-trifluoromethyl-4-(1-methylhydrotelluro-ethyl)benzene